4-(3-cyclopropyl-5-(4-fluoro-2,6-dimethylphenoxy)phenyl)-N-ethyl-6-methyl-7-oxo-6,7-dihydro-1H-pyrrolo[2,3-c]pyridine-2-carboxamide C1(CC1)C=1C=C(C=C(C1)OC1=C(C=C(C=C1C)F)C)C=1C2=C(C(N(C1)C)=O)NC(=C2)C(=O)NCC